C(C)(C)(C)N1N=C(C=C1NN1C(C2=CC=CC=C2C1=O)=O)[C@@H]1C[C@@H](CC1)O[Si](C)(C)C(C)(C)C ((1-(tert-butyl)-3-((1S,3R)-3-((tert-butyldimethylsilyl)oxy)cyclopentyl)-1H-pyrazol-5-yl)amino)isoindoline-1,3-dione